Cl.NCCCCCC(=O)N1CC[C@@H](C2=CC=CC=C12)C(=O)N[C@H]1C(NC(CC1)=O)=O (4S)-1-(6-Aminohexanoyl)-N-[(3R)-2,6-dioxo-3-piperidyl]-3,4-dihydro-2H-quinoline-4-carboxamide hydrochloride